COC1C=NC=CC1=O 3-methoxypyridin-4-one